C(C)(C)(C)OC(=O)N(CC(=O)OCC)CCSSC(C)(C)C Ethyl 2-((tert-butoxycarbonyl) (2-(tert-butyldisulfanyl)ethyl)amino)acetate